tert-Butyl N-[(1S)-1-[[(3-amino-3-oxo-propyl)-(2-chloroacetyl)amino]carbamoyl]-3-methyl-butyl]-N-methyl-carbamate NC(CCN(C(CCl)=O)NC(=O)[C@H](CC(C)C)N(C(OC(C)(C)C)=O)C)=O